ClC1=NC(=CC(=C1)NCC=1C=NC(=NC1)C1=CC(=CC=C1)[N+](=O)[O-])C(F)(F)F 2-Chloro-N-((2-(3-nitrophenyl)pyrimidin-5-yl)methyl)-6-(trifluoromethyl)pyridin-4-amine